BrCC1=NC=CC(=C1OC)Cl 2-(bromomethyl)-4-chloro-3-methoxypyridine